ClC1=C(C(=O)O)C(=C(C(=C1O)Cl)O)Cl 2,4,6-trichloro-3,5-dihydroxybenzoic acid